3-(2-methyl-2-morpholinopropionyl)-9-methylcarbazole CC(C(=O)C=1C=CC=2N(C3=CC=CC=C3C2C1)C)(C)N1CCOCC1